CN(C1=NC(=NC(=C1)N1CC2(CCC1)CCCCC2)C(F)(F)F)CC2CN(CCO2)S(=O)(=O)C N-methyl-N-((4-(methylsulfonyl)morpholin-2-yl)methyl)-6-(2-azaspiro[5.5]undecan-2-yl)-2-(trifluoromethyl)pyrimidin-4-amine